zirconium carbonate ammonium carbonate C([O-])([O-])=O.[NH4+].C([O-])([O-])=O.[Zr+3]